FC1(CN(CC[C@@]12COC1=C3CN(C(C3=CC=C12)=O)[C@@H]1C(NC(CC1)=O)=O)CC1=CC(=CC=C1)C=1C=NN(C1)C1COC1)F (3S)-3-(3',3'-difluoro-r-(3-(1-(oxetan-3-yl)-1H-pyrazol-4-yl)benzyl)-6-oxo-6,8-dihydro-2H,7H-spiro[furo[2,3-e]isoindole-3,4'-piperidin]-7-yl)piperidine-2,6-dione